(3,4-epoxycyclohexylethyl)triethoxysilane Magnesium(0) [Mg].C1(CC2C(CC1)O2)CC[Si](OCC)(OCC)OCC